1-methyl-3-amino-pyrazolo[3,4-b]pyridine CN1N=C(C=2C1=NC=CC2)N